tert-butyl 4-[4-[[1-(4-bromo-2-pyridyl)-4-piperidyl]oxy]cyclohexoxy]piperidine-1-carboxylate BrC1=CC(=NC=C1)N1CCC(CC1)OC1CCC(CC1)OC1CCN(CC1)C(=O)OC(C)(C)C